C(#N)C1=C(C=C(C=C1)C1=CC2=C(C(=N1)N1CCC(CC1)NC([O-])=O)N=CN2)F 1-(6-(4-Cyano-3-fluorophenyl)-1H-imidazo[4,5-c]pyridin-4-yl)piperidin-4-ylcarbamate